6-(6-(1-((1R,2R,3R,5R)-2-fluoro-8-azabicyclo[3.2.1]oct-6-en-3-yl)vinyl)pyridazin-3-yl)isoquinolin-7-ol F[C@H]1[C@H]2C=C[C@@H](C[C@@H]1C(=C)C1=CC=C(N=N1)C=1C=C3C=CN=CC3=CC1O)N2